N1C(=CCC=C1)C(=O)O 1,4-dihydropyridine-2-carboxylic acid